phenylindenyl-tert-butylamino-titanium dichloride [Cl-].[Cl-].C1(=CC=CC=C1)[Ti+2](NC(C)(C)C)C1C=CC2=CC=CC=C12